1,3,5-Trimethylstyrene CC1(C=C)CC(=CC(=C1)C)C